CC1=NOC(=C1C1=NC=CC(=N1)S(=O)(=O)C)C 3,5-dimethyl-4-(4-(methylsulfonyl)pyrimidin-2-yl)isoxazole